C1(CCCCC1)C(COCC=C)(COCC=C)CCC(F)F 2-cyclohexyl-2-(3,3-difluoropropyl)-1,3-diallyloxypropane